N-(2-FLUORO-4-(TRIFLUOROMETHOXY)PHENYL)-5-METHOXY-2-(TRIFLUOROMETHYL)-1H-IMIDAZO[4,5-B]PYRIDIN-6-AMINE FC1=C(C=CC(=C1)OC(F)(F)F)NC=1C=C2C(=NC1OC)N=C(N2)C(F)(F)F